O[C@H](C)C1=CC2=C(N=C(N=C2)NC2=NC=3CCN(CC3C=C2)C(=O)C2NCCOC2)C(=N1)N1CCCCC1 [2-[[6-[(1R)-1-hydroxyethyl]-8-piperidin-1-ylpyrido[3,4-d]pyrimidin-2-yl]amino]-7,8-dihydro-5H-1,6-naphthyridin-6-yl]-morpholin-3-yl-methanone